ClC1=NC=CC(=N1)C12CCC(CC1)(CC2)C(=O)OC methyl 4-(2-chloropyrimidin-4-yl)bicyclo[2.2.2]octane-1-carboxylate